2-((S)-1-acryloyl-4-(7-(5-chloroisoquinolin-4-yl)-2-(((S)-1-methylpyrrolidin-2-yl)methoxy)pyridino[2,3-d]pyrimidin-4-yl)piperazin-2-yl)acetonitrile C(C=C)(=O)N1[C@H](CN(CC1)C=1C2=C(N=C(N1)OC[C@H]1N(CCC1)C)N=C(C=C2)C2=CN=CC1=CC=CC(=C21)Cl)CC#N